OC[C@@H]1[C@H](C1)COC1=C(C=CC(=N1)C(=O)O)N1CC(C1)OC 6-(((1S,2S)-2-(hydroxymethyl)cyclopropyl)methoxy)-5-(3-methoxyazetidin-1-yl)picolinic acid